tert-butyl (E)-2-(3-(3-(3,4-dimethoxyphenyl)acryloyl)-5-fluorophenoxy)acetate COC=1C=C(C=CC1OC)/C=C/C(=O)C=1C=C(OCC(=O)OC(C)(C)C)C=C(C1)F